C(CCC)OCCCC Di-n-butylether